6-(4-(1-(3-fluoro-4-methylphenyl)-3,3-dimethyl-2,3-dihydro-1H-pyrrolo[3,2-b]pyridine-5-carbonyl)-3,3-dimethylpiperazin-1-yl)-2,4-dimethylnicotinic acid FC=1C=C(C=CC1C)N1CC(C2=NC(=CC=C21)C(=O)N2C(CN(CC2)C2=NC(=C(C(=O)O)C(=C2)C)C)(C)C)(C)C